2-(3-(benzyloxy)-2-oxocyclohex-3-en-1-yl)-2-oxoacetic acid ethyl ester C(C)OC(C(=O)C1C(C(=CCC1)OCC1=CC=CC=C1)=O)=O